(3S)-1-carbamimidoylpyrrolidine-3-carboxylic acid C(N)(=N)N1C[C@H](CC1)C(=O)O